(1-methylcyclopropyl)(pyrrolidin-3-yl)carbamic acid tert-butyl ester C(C)(C)(C)OC(N(C1CNCC1)C1(CC1)C)=O